FC=1C=C(C=CC1)N(C(=O)NC=1C=NC(=CC1)C)C1CCN(CC1)CC=1C=NC(=CC1)OC1=CC=C(C=C1)S(=O)(=O)N1CCC(CC1)O N-(3-fluorophenyl)-N-{1-[(6-{4-[(4-hydroxy-1-piperidinyl)sulfonyl]phenoxy}-3-pyridinyl)methyl]-4-piperidinyl}-N'-(6-methyl-3-pyridinyl)urea